tert-Butyl (R)-(1-(1-methyl-5-nitro-6-vinyl-1H-benzo[d]imidazol-2-yl)piperidin-3-yl)carbamate CN1C(=NC2=C1C=C(C(=C2)[N+](=O)[O-])C=C)N2C[C@@H](CCC2)NC(OC(C)(C)C)=O